The molecule is the furanose form of D-arabinose 5-phosphate. It derives from a D-arabinofuranose. It is a conjugate base of a D-arabinofuranose 5-phosphate(2-). C([C@@H]1[C@H]([C@@H](C(O1)O)O)O)OP(=O)(O)O